2,4,6-trimethylchlorobenzyl chloride CC1=C(C(Cl)Cl)C(=CC(=C1)C)C